(S)-1-(4-cyanopyridin-2-yl)-N-((R)-1-(3,3-difluorocyclobutylcarbamoyl)-2,3-dihydro-1H-inden-1-yl)-N-(3,5-difluorophenyl)-5-oxopyrrolidine-2-carboxamide C(#N)C1=CC(=NC=C1)N1[C@@H](CCC1=O)C(=O)N(C1=CC(=CC(=C1)F)F)[C@@]1(CCC2=CC=CC=C12)C(NC1CC(C1)(F)F)=O